N,N-dimethyl-1,2,3,4-tetrahydronaphthalen-2-amine CN(C)C1CCC2=CC=CC=C2C1